C[Si](O[Si](C)(C)C)(C)C hexamethyldi-siloxane